CC1=NN(C(C1C(=O)NC1=CC=CC=C1)=O)C=1C=NC=CC1 3-methyl-5-oxo-N-phenyl-1-(pyridin-3-yl)-4,5-dihydro-1H-pyrazole-4-carboxamide